FC1=CC=C(C=C1)[C@@H]1N(CCC2=CC=CC=C12)C(=O)[C@H]1C[C@@]2(CO2)CCO1 ((S)-1-(4-fluorophenyl)-3,4-dihydroisoquinolin-2(1H)-yl)((3R,5R)-1,6-dioxaspiro[2.5]octane-5-yl)methanone